FC1=C(C=CC=C1)[C@H]1N(CC[C@H](C1)NC)C(=O)N1CC2(CCCC2)[C@@H](CC1)CN1C(C=C(C=C1)C1=C(C=CC=C1)OC)=O 1-(((R)-7-((2S,4R)-2-(2-Fluorophenyl)-4-(methylamino)piperidine-1-carbonyl)-7-azaspiro[4.5]decan-10-yl)methyl)-4-(2-methoxyphenyl)pyridin-2(1H)-one